C(C)(C)(C)OC(=O)N1CCC(=CC1)C1=CC=CC=2OC(OC21)(C2=NC=CC=C2)C 4-[2-Methyl-2-(pyridin-2-yl)-1,3-benzodioxol-4-yl]-3,6-dihydropyridine-1(2H)-carboxylic acid tert-butyl ester